OC1=NC(=NC=C1C(=O)OCC)C ethyl 4-hydroxy-2-methyl-pyrimidine-5-carboxylate